(2R,3S)-3-[5-[(E)-3-(2,4-Dihydroxyphenyl)-3-oxoprop-1-enyl]-2-hydroxyphenyl]-5-hydroxy-2-(4-hydroxyphenyl)-7-[3,4,5-trihydroxy-6-(hydroxymethyl)oxan-2-yl]oxy-2,3-dihydrochromen-4-one OC1=C(C=CC(=C1)O)C(/C=C/C=1C=CC(=C(C1)[C@H]1[C@@H](OC2=CC(=CC(=C2C1=O)O)OC1OC(C(C(C1O)O)O)CO)C1=CC=C(C=C1)O)O)=O